2-[(2-cyanophenyl)sulfanyl]-N-(5-cyclopentylpyrimidin-2-yl)-5-nitrobenzamide C(#N)C1=C(C=CC=C1)SC1=C(C(=O)NC2=NC=C(C=N2)C2CCCC2)C=C(C=C1)[N+](=O)[O-]